1-(3-(3-ethyl-1H-pyrrolo[2,3-b]pyridin-5-yl)-4-((methylamino)methyl)phenyl)piperazin-2-one C(C)C1=CNC2=NC=C(C=C21)C=2C=C(C=CC2CNC)N2C(CNCC2)=O